C(C)(C)(C)OC(NCCN1CCN(CC1)C=1C=C2C(N(C(C2=CC1)=O)C1C(NC(CC1)=O)=O)=O)=O tert-butyl(2-(4-(2-(2,6-dioxopiperidin-3-yl)-1,3-dioxoisoindolin-5-yl)piperazin-1-yl)ethyl)carbamate